N1=C(C=CC=C1)C(=O)[O-].[In+3].N1=C(C=CC=C1)C(=O)[O-].N1=C(C=CC=C1)C(=O)[O-] indium(III) picolinate